(R)- or (S)-2-(3-acrylamido-1-(4-(trifluoromethyl)phenyl)-1,2,3,4-tetrahydroquinolin-5-yl)acetic acid C(C=C)(=O)N[C@H]1CN(C2=CC=CC(=C2C1)CC(=O)O)C1=CC=C(C=C1)C(F)(F)F |o1:5|